COC1=CC=C(C=C1)C1COC2=C(O1)C=CC(=C2)CN2C=NC1=C2C=CC(=C1)C#CC(C)(N)C 4-(1-((2-(4-methoxyphenyl)-2,3-dihydrobenzo[b][1,4]dioxin-6-yl)methyl)-1H-benzo[d]imidazol-5-yl)-2-methylbut-3-yn-2-amine